CS(=NC#N)(C1=CC=CC=C1)=O N-(methyl-(oxo)(phenyl)-lambda6-sulfaneylidene)cyanamide